2-(1H-triazol-5-yl)ethylamine N1N=NC=C1CCN